3-Chloro-2-((1-methyl-1H-indazol-3-yl)ethynyl)pyridine-4-thiol sodium [Na].ClC=1C(=NC=CC1S)C#CC1=NN(C2=CC=CC=C12)C